C(C)N1C=NC2=C1C=CC(=C2)OC2=C(C=C(C=C2)[N+](=O)[O-])C 1-ethyl-5-(2-methyl-4-nitrophenoxy)-1,3-benzodiazole